phenylacetylglutaminate C1(=CC=CC=C1)CC(=O)N[C@@H](CCC(N)=O)C(=O)[O-]